((methyl((5'-methyl-4-pentyl-6-((((pivaloyloxy)methoxy)(methyl)phosphoryl) oxy)-2'-(prop-1-en-2-yl)-[1,1'-biphenyl]-2-yl)oxy)phosphoryl)oxy)methyl pivalate C(C(C)(C)C)(=O)OCOP(=O)(OC1=C(C(=CC(=C1)CCCCC)OP(=O)(C)OCOC(C(C)(C)C)=O)C1=C(C=CC(=C1)C)C(=C)C)C